ClC=1C(=CC(=NC1)OC)C1=CC(=NN1)C(=O)N1CCC(CC1)C(=O)NC1=NC(=CC=C1)C (5-(5-chloro-2-methoxypyridin-4-yl)-1H-pyrazole-3-carbonyl)-N-(6-methylpyridin-2-yl)piperidine-4-carboxamide